((2-(cyclopropylethynyl)pyridin-4-yl)methoxy)-5-(2,5-dimethyl-1,2,3,4-tetrahydroisoquinolin-7-yl)pyrazin-2-amine C1(CC1)C#CC1=NC=CC(=C1)COC=1C(=NC=C(N1)C1=CC(=C2CCN(CC2=C1)C)C)N